CC1=C(C(=C(C=C1)N(CC2CO2)CC3CO3)C)N(CC4CO4)CC5CO5 N,N,N',N'-tetraglycidyl-m-xylenediamine